N-((1S)-1-cyclohexyl-2-((2-((R)-4-isopropyl-2-oxoimidazolidin-1-yl)-2-(phenylcarbamoyl)-2,3-dihydro-1H-inden-5-yl)amino)-2-oxoethyl)-1-methyl-1H-pyrazole-5-carboxamide C1(CCCCC1)[C@@H](C(=O)NC=1C=C2CC(CC2=CC1)(C(NC1=CC=CC=C1)=O)N1C(N[C@@H](C1)C(C)C)=O)NC(=O)C1=CC=NN1C